isopropyl (4-(5-(2-(N-(tert-butyl)sulfamoyl)-4-(5-methyl-2-oxooxazolidin-3-yl)phenyl)thiazol-2-yl)phenyl)carbamate C(C)(C)(C)NS(=O)(=O)C1=C(C=CC(=C1)N1C(OC(C1)C)=O)C1=CN=C(S1)C1=CC=C(C=C1)NC(OC(C)C)=O